O1CCC2=C1C=C(C=C2)C(C)N2CCN(CC2)C2=NC=C(C=N2)N=S(=O)(C)C ((2-(4-(1-(2,3-dihydrobenzofuran-6-yl)ethyl)piperazin-1-yl)pyrimidin-5-yl)imino)dimethyl-λ6-sulfanone